COC1=CC=C(OCCOC2=CC=C(C=C2)OC)C=C1 1,2-di(4-methoxyphenoxy)ethane